5-(8-chloro-6-(3-iodophenyl)-6-methyl-7-oxooctyl)-3-methyloxazolidin-2-one ClCC(C(CCCCCC1CN(C(O1)=O)C)(C)C1=CC(=CC=C1)I)=O